methyl (1R,4S,5S)-3-bromo-5-((tert-butyldimethylsilyl)oxy)-7-oxabicyclo[2.2.1]hept-2-ene-2-carboxylate BrC1=C([C@H]2C[C@@H]([C@@H]1O2)O[Si](C)(C)C(C)(C)C)C(=O)OC